C(=CCCCCCCCCCCCCCCCC)[Si](OC)(OC)OC octadecenyl-trimethoxysilane